1-(6-bromo-2-carbonyl-1,2-dihydroquinoline-4-carbonyl)-N-(cyclobutylmethyl)-4-(3,4-dichlorophenyl)piperazine-2-Carboxamide BrC=1C=C2C(=CC(NC2=CC1)=C=O)C(=O)N1C(CN(CC1)C1=CC(=C(C=C1)Cl)Cl)C(=O)NCC1CCC1